8-bromo-3-methyl-1-(3-(trifluoromethyl)phenyl)-1,3-dihydro-2H-imidazo[4,5-c]quinolin-2-one BrC1=CC=2C3=C(C=NC2C=C1)N(C(N3C3=CC(=CC=C3)C(F)(F)F)=O)C